CNS(=O)(=O)C1=CC(=C(C=C1)NC1=CC(=CC=C1)SC(F)(F)F)C=1N=CN(C1)C n-methyl-3-(1-methylimidazol-4-yl)-4-[3-(trifluoromethylsulfanyl)anilino]benzenesulfonamide